2-methyl-1-((4-phenoxybenzoyl)glycyl)pyrrolidine CC1N(CCC1)C(CNC(C1=CC=C(C=C1)OC1=CC=CC=C1)=O)=O